NC1=C(N=CC(=N1)N1CCC2([C@@H]([C@@H](OC2)C)N)CC1)SC1=C(C(=NC=C1)N)Cl (3S,4S)-8-(6-amino-5-((2-amino-3-chloropyridine-4-yl)thio)pyrazine-2-yl)-3-methyl-2-oxa-8-azaspiro[4.5]decane-4-amine